NC1=NC=CC(=C1Cl)SC=1C=CC=2C(=NC=C(N2)N2[C@H]3CC(C[C@@H]2CC3)N(C)C)N1 (1R,3s,5S)-8-(6-((2-amino-3-chloropyridin-4-yl)thio)pyrido[2,3-b]pyrazin-2-yl)-N,N-dimethyl-8-azabicyclo[3.2.1]octan-3-amine